1,2-dimethoxy-4-(2-methylallyl)benzene COC1=C(C=C(C=C1)CC(=C)C)OC